O=C1NC=C(N2C1=CC=1C=CC=CC21)C(=O)N 1-oxo-1,2-dihydropyrazino[1,2-a]indole-4-carboxamide